[At]N[C@@H](CC1=CC=C(C=C1)O)C(=O)O astatotyrosine